C1(=CC=CC=C1)C[C@@H](B1O[C@@]2([C@H](O1)C[C@H]1C([C@@H]2C1)(C)C)C)NC(O[C@@H]1CN(CCCC1)C(CC#N)=O)=O (S)-1-(2-cyanoacetyl)azepan-3-yl ((R)-2-phenyl-1-((3aS,4S,6S,7aR)-3a,5,5-trimethylhexahydro-4,6-methanobenzo[d][1,3,2]dioxaborol-2-yl)ethyl)carbamate